FC1(C=2N(CCN1)CCC2)F difluorohexahydropyrrolo[1,2-a]pyrazin